C(OC1=CC=C(C=C1)[N+](=O)[O-])(OCC1=NN(C=C1)CC(F)(F)F)=O 4-nitrophenyl ((1-(2,2,2-trifluoroethyl)-1H-pyrazol-3-yl) methyl) carbonate